(3-(5-amino-2-methoxyphenyl)prop-2-yn-1-yl)carbamic acid tert-butyl ester C(C)(C)(C)OC(NCC#CC1=C(C=CC(=C1)N)OC)=O